O=C1NC(CCC1N1C(N(C2=C1C=CC(=C2)C2CCC(CC2)CC(=O)O)C)=O)=O 2-(4-(1-(2,6-dioxopiperidin-3-yl)-3-methyl-2-oxo-2,3-dihydro-1H-benzo[d]imidazol-5-yl)cyclohexyl)acetic acid